5-((((2'-(3-((4-(((1-acetylpiperidin-4-yl)amino)methyl)-3-fluoropyridin-2-yl)amino)-2-chlorophenyl)-3'-fluoro-6-methoxy-[2,4'-bipyridin]-5-yl)methyl)amino)methyl)pyrrolidin-2-one C(C)(=O)N1CCC(CC1)NCC1=C(C(=NC=C1)NC=1C(=C(C=CC1)C1=NC=CC(=C1F)C1=NC(=C(C=C1)CNCC1CCC(N1)=O)OC)Cl)F